C(C)N1C[C@@H](CCC1)NC=1N=NC(=C(N1)C)C1=CC=C2C(C=CS2)=C1O (R)-5-(3-((1-ethylpiperidin-3-yl)amino)-5-methyl-1,2,4-triazin-6-yl)benzothiophene-4-ol